C1(CCCCC1)P(C=1[C-](C=CC1)[C@@H](C)P(C1=CC=CC=C1)C1=CC=CC=C1)C1CCCCC1.[CH-]1C=CC=C1.[Fe+2] (R)-1-[(S)-2-(dicyclohexylphosphino)ferrocenyl]ethyl-diphenylphosphine